The molecule is an O-isovalerylcarnitine that is the 3-methylbutanoyl (isovaleryl) derivative of L-carnitine. It has a role as a bone density conservation agent. It is an O-isovalerylcarnitine and a methyl-branched fatty acyl-L-carnitine. CC(C)CC(=O)O[C@H](CC(=O)[O-])C[N+](C)(C)C